2-[2-(2-aminoethoxy)-4-chloro-phenyl]-8-chloro-chroman-4-one NCCOC1=C(C=CC(=C1)Cl)C1OC2=C(C=CC=C2C(C1)=O)Cl